Cl.N1N=CC2=CC=C(C=C12)C1=NC(=NC(=N1)NC(C)(C1=NC(=CC=C1)C(F)(F)F)C)N 6-(1H-indazol-6-yl)-N2-[1-methyl-1-[6-(trifluoromethyl)-2-pyridyl]ethyl]-1,3,5-triazine-2,4-diamine hydrochloride